FC1=CC=C(C=C1)C1=NOC(=C1C=1SC=C(N1)C(=O)NC1=NC=C(C=C1)N1CC2N(C(C1)C2)C)C(C)C 2-(3-(4-fluorophenyl)-5-isopropylisoxazol-4-yl)-N-(5-(6-methyl-3,6-diazabicyclo[3.1.1]heptan-3-yl)pyridin-2-yl)thiazole-4-carboxamide